6-(tert-Butyldithio)hexanoic acid C(C)(C)(C)SSCCCCCC(=O)O